(3-ethoxypyrrolidin-1-yl)methanone C(C)OC1CN(CC1)C=O